C(C1=CC=CC=C1)C=1NC(=NN1)C=1C=C(C=CC1)C(=O)C=1C=C2C=CN(C2=CC1)S(=O)(=O)C1=CC=C(C)C=C1 (3-(5-benzyl-4H-1,2,4-triazol-3-yl)phenyl)(1-tosyl-1H-indol-5-yl)methanone